C(CCCCCCC)(=O)O.C=C ethylene monocaprylate